BrC=1C=NN2C1N=C(N=C2NCC2=NN=C(N2)C2=CC(=C(C(=C2)F)F)F)N2CCOCC2 8-bromo-2-(morpholin-4-yl)-N-{[5-(3,4,5-trifluorophenyl)-4H-1,2,4-triazol-3-yl]methyl}pyrazolo[1,5-a][1,3,5]triazin-4-amine